6-(6-(1-methyl-1,2,3,6-tetrahydropyridin-4-yl)-imidazo[1,2-a]pyridine-3-carbonyl)-N-(3-(trifluoro-methyl)phenyl)-4,5,6,7-tetrahydrothieno[2,3-c]-pyridine-3-carboxamide CN1CCC(=CC1)C=1C=CC=2N(C1)C(=CN2)C(=O)N2CC1=C(CC2)C(=CS1)C(=O)NC1=CC(=CC=C1)C(F)(F)F